BrC1=CC2=C(C=NN(C2=O)COCC[Si](C)(C)C)N1CC(=O)OCC ethyl 2-(2-bromo-4-oxo-5-((2-(trimethylsilyl)ethoxy)methyl)-4,5-dihydro-1H-pyrrolo[2,3-d]pyridazin-1-yl)acetate